NCC1=CC=C(C=C1)N1C(=CC2=C1N=CN(C2=O)CC2(CCN(CC2)C(=O)C2(CC2)C)O)Cl 7-(4-(Aminomethyl)phenyl)-6-chloro-3-((4-hydroxy-1-(1-methylcyclopropane-1-carbonyl)piperidin-4-yl)methyl)-3,7-dihydro-4H-pyrrolo[2,3-d]pyrimidin-4-one